vanadium-aluminum oxide [O-2].[Al+3].[V+5].[O-2].[O-2].[O-2]